C(C)(C)(C)OC(=O)N1CCN(CC1)C1=NC2=CC=CC=C2N=C1OC 4-(3-Methoxyquinoxalin-2-yl)piperazine-1-carboxylic acid tert-butyl ester